2-(1-(3-amino-6-(3-fluoro-2-hydroxyphenyl)pyridazin-4-yl)piperidin-4-yl)propionic acid NC=1N=NC(=CC1N1CCC(CC1)C(C(=O)O)C)C1=C(C(=CC=C1)F)O